C(C)(C)(C)N(C(O)=O)C1=C(C=CC=C1)NC(=O)C=1C=C2C=CC(=NC2=CC1)CN.ClC=1C=CC(=C(C1)NC(CCC=1SC=CC1)=O)OCCOC N-(5-chloro-2-(2-methoxyethoxy)phenyl)-3-(thiophen-2-yl)propanamide tert-butyl-(2-(2-(aminomethyl)quinoline-6-carboxamido)phenyl)carbamate